N=1C=NN2C1C=C(C=C2)OC2=C(C=C(C=C2)NC2=NC=NN1C2=C(C=C1)[C@H]1CCN(CCC1)C(C=C)=O)C (R)-1-(4-(4-((4-([1,2,4]triazolo[1,5-a]pyridin-7-yloxy)-3-methylphenyl)amino)pyrrolo[2,1-f][1,2,4]triazin-5-yl)azepan-1-yl)prop-2-en-1-one